C(C)N(CCC1=CNC2=C(C=CC(=C12)OC)F)CC N,N-diethyl-2-(7-fluoro-4-methoxy-1H-indol-3-yl)ethan-1-amine